6-(difluoromethoxy)-4-methylnicotinic acid FC(OC1=NC=C(C(=O)O)C(=C1)C)F